CN1CCC(CC1)C(C(=O)N)C 2-(1-methylpiperidin-4-yl)propanamide